C(C)(C)OC1=NC=C(C=N1)C=1OC2=C(C=C(C=C2C(C1)=O)C)C(C)NC1=C(C(=O)O)C=CC=C1 2-[1-[2-(2-Isopropoxypyrimidin-5-yl)-6-methyl-4-oxo-chromen-8-yl]ethylamino]benzoic acid